FC(C(=O)O)(F)F.C(C1=CC=CC=C1)N(C(O)=O)C1(CNC1)COC1=CC(=C(C=C1)C#N)F.C(C)(C)(CC)C1CCC(CC1)=O 4-(tert-pentyl)cyclohexanone benzyl-(3-((4-cyano-3-fluorophenoxy)methyl)azetidin-3-yl)carbamate trifluoroacetate